6-phenyl-4-(2,2,2-trifluoroethyl)-1-(4-(trifluoromethyl)phenyl)hex-5-yn-1-one C1(=CC=CC=C1)C#CC(CCC(=O)C1=CC=C(C=C1)C(F)(F)F)CC(F)(F)F